4-methyl-N-(3-phenylpropyl)benzenesulfonamide CC1=CC=C(C=C1)S(=O)(=O)NCCCC2=CC=CC=C2